S(=O)(=O)(O)OC1=CC=C(C=C1)CCC(=O)O 3-(4-(sulfooxy)phenyl)propanoic acid